N-(2-(1H-imidazol-4-yl)thiophen-3-yl)-2-(4-methoxyphenyl)-acetamide N1C=NC(=C1)C=1SC=CC1NC(CC1=CC=C(C=C1)OC)=O